C(C)(C)(C)OC(=O)N1CCC2(CCNC2C2=CC(=NC=C2C#CC=2C=NN(C2)C)Cl)CC1 (2-chloro-5-((1-methyl-1H-pyrazol-4-yl)ethynyl)pyridin-4-yl)-2,8-diazaspiro[4.5]decane-8-carboxylic acid tert-butyl ester